C1(=CC=CC=C1)[C@@H](C)NC(O[C@H]1[C@H](NC[C@@H]1O)CC1=CC=C(C=C1)OC)=O (2R,3S,4S)-4-hydroxy-2-[(4-methoxyphenyl)methyl]pyrrolidin-3-yl N-[(1R)-1-phenylethyl]carbamate